CN1CC2=C(C=CC=C2C=C1C1=CC=C(C=C1)[N+](=O)[O-])OC 2-methyl-3-(4-nitrophenyl)-8-methoxyisoquinoline